ClC1=C(C=CC=C1)P(C1=CC=CC=C1)C1=C(C=CC=C1)Cl bis(chlorophenyl)-phenylphosphine